(6E,9E)-12-iodo-2,6,10-trimethyl-2,6,9-dodecatriene ICC/C(=C/C/C=C(/CCC=C(C)C)\C)/C